3-isopropoxy-propyl-amine C(C)(C)OCCCN